7-((1R,2R,3R)-2-((1E,3S,4S)-7-cyclopropyl-3-hydroxy-4-methylhept-1-en-6-yn-1-yl)-3-hydroxy-5-oxocyclopentyl)heptanoic acid C1(CC1)C#CC[C@@H]([C@@H](/C=C/[C@@H]1[C@H](C(C[C@H]1O)=O)CCCCCCC(=O)O)O)C